N-(2,4-dichlorophenyl)-5-{2-[(2,4-dichlorophenyl)carbamoyl]-1,3-dioxo-2,3-dihydro-1H-indene-5-carbonyl}-1,3-dioxo-2,3-dihydro-1H-indene-2-carboxamide ClC1=C(C=CC(=C1)Cl)NC(=O)C1C(C2=CC=C(C=C2C1=O)C(=O)C=1C=C2C(C(C(C2=CC1)=O)C(NC1=C(C=C(C=C1)Cl)Cl)=O)=O)=O